1-(bicyclo[1.1.1]pent-1-yl)-4-hydroxy-6-oxo-1,6-dihydropyridine-3-carboxylic acid methyl ester COC(=O)C1=CN(C(C=C1O)=O)C12CC(C1)C2